C(C1=CC=CC=C1)SC1=CC=C(C=C1)NC([C@H](CC1=CC=CC=C1)NC)=O (S)-N-(4-(benzylsulfanyl)phenyl)-2-(methylamino)-3-phenylpropanamide